C1(=CC=CC=C1)C1C(C(C(C(C(C1C1=CC=CC=C1)C1=CC=CC=C1)C1=CC=CC=C1)C1=CC=CC=C1)C1=CC=CC=C1)C1=CC=CC=C1 heptaphenyl-cycloheptane